ClC1=CC=C(C=C1)[C@@H]1[C@H](CNCC1)C1=C(SC2=C1C=1N(CCO2)N=CC1)C(=O)N ((3S,4S)-4-(4-chlorophenyl)piperidin-3-yl)-5,6-dihydropyrazolo[1,5-d]thieno[3,2-f][1,4]oxazepine-2-carboxamide